FC1=CC=C(C=C1)N1C(C(=C(C=C1C)C)C(=O)NC1=CC=C(C=C1)OC1=CC=NC2=CC(=CN=C12)OC)=O 1-(4-Fluorophenyl)-N-[4-[(7-methoxy-1,5-naphthyridin-4-yl)oxy]phenyl]-4,6-dimethyl-2-oxopyridine-3-carboxamide